2,4,7-triethyloctane C(C)C(C)CC(CCC(C)CC)CC